BrC1=CC=CC(=N1)N1C(OC[C@@H]1C)=O (4S)-3-(6-bromo-2-pyridyl)-4-methyl-oxazolidin-2-one